C12CN(CC(CC1)N2)C2=NC(=NC1=CC(=C(C=C21)Cl)C2=CC=C(C1=C2N=C(S1)N)F)OCC12CCCN2CCC1 4-(4-(3,8-diazabicyclo-[3.2.1]octan-3-yl)-6-chloro-2-((tetrahydro-1H-pyrrolizin-7a(5H)-yl)methoxy)-quinazolin-7-yl)-7-fluoro-benzo[d]thiazol-2-amine